2-(benzyloxy)-5-bromo-1-fluoro-3-nitrobenzene C(C1=CC=CC=C1)OC1=C(C=C(C=C1[N+](=O)[O-])Br)F